C(C)(C)(C)OC(=O)N1CC(CCCC1)(C=O)NC(=O)OC(C)(C)C 3-((tert-butoxycarbonyl)amino)-3-formylazepane-1-carboxylic acid tert-butyl ester